CN(C(C)(C(C)(C)N(C)C)C)C 2,3-bis(dimethylamino)-2,3-dimethylbutane